N-(1-(7-(difluoromethyl)quinolin-5-yl)cyclopropyl)-2-methyl-5-(8-methyl-3,8-diazabicyclo[3.2.1]octan-3-yl)benzamide FC(C1=CC(=C2C=CC=NC2=C1)C1(CC1)NC(C1=C(C=CC(=C1)N1CC2CCC(C1)N2C)C)=O)F